2-tetrahydropyran-4-yloxyacetic acid O1CCC(CC1)OCC(=O)O